(E)-2-chloro-6-(2-ethoxyvinyl)-3-(oxetan-3-yl)pyridine ClC1=NC(=CC=C1C1COC1)\C=C\OCC